NC(=O)C1=CC(=CC2=CN(N=C12)C1=CC=C(C=C1)NC(C(C)CCl)=O)F 3-({4-[7-(aminocarbonyl)-5-fluoro-2H-indazol-2-yl]phenyl}amino)-2-(chloromethyl)-3-oxopropane